2-({4-carboxy-2',4'-dichloro-[1,1'-biphenyl]-3-yl}carbamoyl)-5-hydroxybenzene C(=O)(O)C1=C(C=C(C=C1)C1=C(C=C(C=C1)Cl)Cl)NC(=O)C1=CC=C(C=C1)O